C(C)OC(=O)C=1C(=NC(=NC1)SC)NC 4-(methylamino)-2-(methylthio)pyrimidine-5-carboxylic acid ethyl ester